5-chloro-2-(2-fluoro-4-pyridinyl)-4-[2-(trifluoromethyl)piperazin-1-yl]-1H-pyrimidin-6-one ClC1=C(N=C(NC1=O)C1=CC(=NC=C1)F)N1C(CNCC1)C(F)(F)F